C(=C)C1OCCO1 2-vinyl-1,3-dioxolan